3-(3-Cyanobenzyl)-6-(4-chlorobenzyl)-1,2,3,4,8,9,10,11-octahydropyrido[3',4':5,6]pyrimido[1,2-a][1,3]diazepin-5(6H)-one C(#N)C=1C=C(CN2CC=3C(N(C=4N(CCCCN4)C3CC2)CC2=CC=C(C=C2)Cl)=O)C=CC1